CC1OCC1 METHYLOXETANE